5-acetyl-7-chloro-4-(3-chlorophenyl)-4,5-dihydropyrano[3,2-b]indol-2(3H)-one C(C)(=O)N1C2=C(C=3C=CC(=CC13)Cl)OC(CC2C2=CC(=CC=C2)Cl)=O